7-FLUORONAPHTHALENE-1-CARBOXALDEHYDE FC1=CC=C2C=CC=C(C2=C1)C=O